2-(azepan-1-yl)-4-(cyclopropanecarbonylamino)-N-[[4-(4-methylpiperazin-1-yl)phenyl]methyl]benzamide lithium [Li].N1(CCCCCC1)C1=C(C(=O)NCC2=CC=C(C=C2)N2CCN(CC2)C)C=CC(=C1)NC(=O)C1CC1